1,2-diamino-3,4-difluorobenzene NC1=C(C(=C(C=C1)F)F)N